CC1=C(N2[C@@H]([C@@H](C2=O)NC(=O)[C@@H](C3=CC=CC=C3)N)SC1)C(=O)[O-] The molecule is the anion resulting from the removal of a proton from the carboxylic acid group of cephalexin. It is a conjugate base of a cephalexin.